methyl (1r,4r)-4-(3-chloroanilino)-6'-methoxy-2'-(3-phenoxyphenyl)spiro[cyclohexane-1,1'-indene]-4-carboxylate ClC=1C=C(NC2(CCC3(C(=CC4=CC=C(C=C34)OC)C3=CC(=CC=C3)OC3=CC=CC=C3)CC2)C(=O)OC)C=CC1